cyclohex-1-en-1-ylboronic acid C1(=CCCCC1)B(O)O